3-(4-((2,4-bis(trifluoromethyl) benzyl) oxy)-3-methoxyphenyl)-2-cyanoacrylamido-propionate FC(C1=C(COC2=C(C=C(C=C2)C=C(C(=O)NC(C(=O)[O-])C)C#N)OC)C=CC(=C1)C(F)(F)F)(F)F